FC(S(=O)(=O)[O-])(F)F.C1=C(C=CC2=CC=CC=C12)C(=O)C[S+]1CCCC1 1-(2-naphthoylmethyl)thiolanium trifluoromethanesulfonate